2-(2,6-dioxopiperidin-3-yl)-4-(4-((S)-2-(2-hydroxyphenyl)-5,6,6a,7,9,10-hexahydro-8H-pyrazino[1',2':4,5]pyrazino[2,3-c]pyridazin-8-yl)-[1,4'-bipiperidin]-1'-yl)isoindoline-1,3-dione O=C1NC(CCC1N1C(C2=CC=CC(=C2C1=O)N1CCC(CC1)N1CCC(CC1)N1C[C@H]2N(C=3C(=NN=C(C3)C3=C(C=CC=C3)O)NC2)CC1)=O)=O